C(C)(=O)[O-].C(C)(=O)N1CCN(CCN(CCN(CC1)CC(=O)O)CC(=O)O)[Eu+2].C(C)(=O)[O-] (4-acetyl-7,10-bis(carboxymethyl)-1,4,7,10-tetraazacyclododecan-1-yl)europium acetate